Cl.CC1=CN=C(S1)C(=O)NN 5-methylthiazole-2-carbohydrazide hydrochloride